C(C)OC(CCC1=CC=C(C=C1)F)=O 3-(4-fluorophenyl)propionic acid ethyl ester